(2,2,2-trifluoroethyl) (2-fluorovinyl) sulfide FC=CSCC(F)(F)F